2-((6-(Tert-butyl)pyridin-3-yl)amino)-N-isopropyl-N-(pyrazolo[1,5-a]pyridin-5-ylmethyl)acetamide C(C)(C)(C)C1=CC=C(C=N1)NCC(=O)N(CC1=CC=2N(C=C1)N=CC2)C(C)C